Tert-Butyl N-(3-Acetamidopropyl)Carbamate C(C)(=O)NCCCNC(OC(C)(C)C)=O